methyl 4-hydroxy-3-(2-hydroxy-2-(6-methoxypyridin-3-yl) propoxy)-5-methoxybenzoate OC1=C(C=C(C(=O)OC)C=C1OC)OCC(C)(C=1C=NC(=CC1)OC)O